C1(CCCCC1)CC=1C=CC(=C(C1)C1=NOC(=C1)N)OC 3-(5-(Cyclohexylmethyl)-2-methoxyphenyl)isoxazol-5-amine